methyl 4-(3-chloropropylsulfanyl)benzoate ClCCCSC1=CC=C(C(=O)OC)C=C1